3-(5-(1-(3-(4-((4-((6-hydroxy-2-(4-hydroxyphenyl)benzo[b]thiophen-3-yl)oxy)phenoxy)methyl)piperidin-1-yl)propyl)piperidin-4-yl)-1-oxoisoindolin-2-yl)piperidine-2,6-dione OC=1C=CC2=C(SC(=C2OC2=CC=C(OCC3CCN(CC3)CCCN3CCC(CC3)C=3C=C4CN(C(C4=CC3)=O)C3C(NC(CC3)=O)=O)C=C2)C2=CC=C(C=C2)O)C1